(R)-1-(4-(4-amino-7-methyl-5-(4-((4-methylpyrimidin-2-yl)oxy)phenyl)-7H-pyrrolo[2,3-d]pyrimidin-6-yl)phenyl)-5-methyl-3-methylene-pyrrolidin-2-one NC=1C2=C(N=CN1)N(C(=C2C2=CC=C(C=C2)OC2=NC=CC(=N2)C)C2=CC=C(C=C2)N2C(C(C[C@H]2C)=C)=O)C